O1C(=C(C(=O)C=2C(O)=CC(O)=CC12)C=O)C1=CC=C(O)C=C1 apigenin-Al